C(C(S)CC(=O)OCCCCCCCC)(=O)OCCCCCCCC.C(C(S)CC(=O)OCCCCCCCC)(=O)OCCCCCCCC tetra-1-octyl dithiomalate